C(CCCCCC\C=C\CC)CC(=O)[O-] (E)-8-undecenylacetate